O[C@H]1[C@@H](CCC1)NC1=NC=C2N=C(N(C2=N1)C1CCC(CC1)C(=O)N)NC1=C(C(=C(C=C1)F)F)F (1S,4s)-4-(2-((1R,2R)-2-hydroxycyclopentylamino)-8-(2,3,4-trifluorophenylamino)-9H-purin-9-yl)cyclohexanecarboxamide